5-{5-[(E)-2-(3,5-dihydroxyphenyl)ethyl]-4-hydroxy-2-(4-hydroxyphenyl)-2,3-dihydro-1-benzofuran-3-yl}benzene-1,3-diol OC=1C=C(C=C(C1)O)CCC=1C=CC2=C(C(C(O2)C2=CC=C(C=C2)O)C=2C=C(C=C(C2)O)O)C1O